CC1(CC2C(C(=CC2(C1)O)C)(C)C)C 2,2,5,6,6-pentamethyl-2,3,6,6a-tetrahydropentalene-3a(1H)-ol